6-(3-chlorophenyl)-1-[(5-fluoro-3-pyridyl)methyl]-3-methyl-imidazo[4,5-b]pyridin-2-one ClC=1C=C(C=CC1)C=1C=C2C(=NC1)N(C(N2CC=2C=NC=C(C2)F)=O)C